FC=1C=CC2=C(C3=C(O2)C(CCC3)=O)C1 8-Fluoro-2,3-dihydrodibenzo[b,d]furan-4(1H)-one